NC1=NC=C(C2=C1COC2)NC(C(=O)N([C@H](C)C2CCCCC2)CC=2C=CC1=C(N=CS1)C2)=O (R)-N1-(4-amino-1,3-dihydrofuro[3,4-c]pyridin-7-yl)-N2-(benzo[d]thiazol-5-ylmethyl)-N2-(1-cyclohexylethyl)oxalamide